2-allyl-1-(6-(2-hydroxypropan-2-yl)pyridin-2-yl)-6-((1-methyl-1H-benzo[d][1,2,3]triazol-5-yl)amino)-1,2-dihydro-3H-pyrazolo[3,4-d]pyrimidin-3-one C(C=C)N1N(C2=NC(=NC=C2C1=O)NC1=CC2=C(N(N=N2)C)C=C1)C1=NC(=CC=C1)C(C)(C)O